C(C1=CC=CC=C1)(=O)OC1(CC(C1)NC1=NC(C(=C2N1C=CC(=C2)C(F)(F)F)C2=CC(=CC=C2)F)=O)C (1s,3s)-3-((4-(3-fluorophenyl)-3-oxo-6-(trifluoromethyl)-3h-pyrido[1,2-c]pyrimidin-1-yl) amino)-1-methylcyclobutyl benzoate